trans-3,5,4'-trihydroxystilbene OC=1C=C(C=C(C1)O)\C=C\C1=CC=C(C=C1)O